C[Si]1(CCC(CCC1)NC(=O)C1=CC2=C(N=C(S2)C2=CC=CC=C2)N1)C N-(1,1-dimethylsilepan-4-yl)-2-phenyl-4H-pyrrolo[2,3-d]thiazole-5-carboxamide